acetyl-N-(benzo[d]thiazol-5-yl)-1-((2,3-dihydrobenzofuran-5-yl)sulfonyl)piperidine-4-carboxamide C(C)(=O)C1N(CCC(C1)C(=O)NC=1C=CC2=C(N=CS2)C1)S(=O)(=O)C=1C=CC2=C(CCO2)C1